O=C1N(CC2(CC2)C2=CC(=CC=C12)C(F)(F)F)CC(=O)NC1=NC=CC=N1 2-[1-oxo-6-(trifluoromethyl)spiro[3H-isoquinoline-4,1'-cyclopropane]-2-yl]-N-pyrimidin-2-yl-acetamide